CC1=C(C=C(C(=O)NCC2=NC=C3C=CC(=NC3=C2)C2=NC(=CC=C2)N2C(NC3(CC3)C2)=O)C=C1)S(=O)(=O)C 4-methyl-3-(methylsulfonyl)-N-((2-(6-(5-oxo-4,6-diazaspiro[2.4]heptan-6-yl)pyridin-2-yl)-1,6-naphthyridin-7-yl)methyl)benzamide